(3-aminophenyl)glycine NC=1C=C(C=CC1)NCC(=O)O